O1CC(C1)OC1=C(C=CC=C1)C1CCN(CC1)[C@H]1CC2(CN(C2)C=2SC=NN2)CC1 (R)-2-(6-(4-(2-(oxetan-3-yloxy)phenyl)piperidin-1-yl)-2-azaspiro[3.4]octan-2-yl)-1,3,4-thiadiazole